CN1N=CC(=C1)C1CNCCO1 (+)-2-(1-methylpyrazol-4-yl)morpholine